1-(2,6-dichloro-3-fluorophenyl)-4-((4-(methyl(1-methylpiperidin-4-yl)carbamoyl)phenyl)amino)-1H-pyrazole-3-carboxamide ClC1=C(C(=CC=C1F)Cl)N1N=C(C(=C1)NC1=CC=C(C=C1)C(N(C1CCN(CC1)C)C)=O)C(=O)N